C(#N)C=1C(=NC(=NC1)NC1=C(C=C(C(=C1)OC)N(C)CCN(C)C)NC(C=C)=O)NC1=C(C=CC=C1)OC(C)C N-(2-((5-cyano-4-((2-isopropoxyphenyl)amino)pyrimidin-2-yl)amino)-5-((2-(dimethylamino)ethyl)(methyl)amino)-4-methoxyphenyl)acrylamide